FC1=C(C#N)C=CC(=C1F)C(=O)N1CC2(C1)CC(C2)N(C=2C1=C(N=CN2)NC=C1)C([2H])([2H])[2H] 2,3-Difluoro-4-{6-[(methyl-d3)-(7H-pyrrolo[2,3-d]pyrimidin-4-yl)-amino]-2-aza-spiro[3.3]heptane-2-carbonyl}-benzonitrile